NC1=C(C=CC=C1F)NC1=NC(=CC(=N1)N=S(=O)(C)C)N1[C@@H](COCC1)C (R)-((2-((2-amino-3-fluorophenyl)amino)-6-(3-methylmorpholino)pyrimidin-4-yl)imino)dimethyl-λ6-sulfanone